2-((2R,5S)-2,5-dimethylpiperazin-1-yl)-2-(4-fluorophenyl)acetic acid isopropyl ester C(C)(C)OC(C(C1=CC=C(C=C1)F)N1[C@@H](CN[C@H](C1)C)C)=O